Cl.N[C@H](C(=O)OC)C(C)(C)C methyl (S)-2-amino-3,3-dimethylbutanoate HCl